CC(C(=O)O)CC1=CC(=C(C=C1)O)O 2-methyl-3-(3,4-dihydroxyphenyl)propionic acid